C(C)OC(=O)C1=CC(=NN1C)S(N(CC1=CC=C(C=C1)OC)CC1=CC=C(C=C1)OC)(=O)=O 3-(N,N-bis(4-methoxybenzyl)sulfamoyl)-1-methyl-1H-pyrazole-5-carboxylic acid ethyl ester